C(C)(=O)OC1C2C3CCCC3C(C1)C2 octahydro-4,7-methano-1H-inden-5-ol acetate